ClC=1C=CC2=C(N=C(O2)C2CC3(CC(C3)NC(=O)C=3OC(=CC3)[S@@](=O)(=N)C3CC3)C2)C1 (Sa)-N-[6-(5-chloro-1,3-benzoxazol-2-yl)spiro[3.3]heptan-2-yl]-5-[(R)-cyclopropylsulfonimidoyl]furan-2-carboxamide